1-(2-(3-(2-hydroxy-prop-2-yl)benzoyl)-2-azaspiro[3.3]hept-6-yl)-3-(4-methoxybenzyl)urea OC(C)(C)C=1C=C(C(=O)N2CC3(C2)CC(C3)NC(=O)NCC3=CC=C(C=C3)OC)C=CC1